N1=CC(=CC=C1)C(=O)NCC(=O)O 2-(pyridine-3-carbonylamino)acetic acid